(3S)-3-(fluoromethyl)-1,2,3,4-tetrahydroisoquinoline FC[C@H]1NCC2=CC=CC=C2C1